[Na].[Na].OC(C)(P(O)(=O)O)P(O)(=O)O 1-hydroxyethane-1,1-diphosphonic acid disodium